N1-((trans)-2-(4-((4-fluorobenzyl)oxy)phenyl)cyclopropyl)cyclohexane-1,4-diamine FC1=CC=C(COC2=CC=C(C=C2)[C@H]2[C@@H](C2)NC2CCC(CC2)N)C=C1